N-((5-(2-fluoropyridin-4-yl)-2,3-dihydro-1H-inden-4-yl)carbamoyl)-5-methyl-4,5,6,7-Tetrahydrothieno[3,2-c]pyridine-2-sulfonamide FC1=NC=CC(=C1)C=1C(=C2CCCC2=CC1)NC(=O)NS(=O)(=O)C1=CC=2CN(CCC2S1)C